N-{3-[2-(4-chloro-3-fluorophenoxy)acetamido]bicyclo[1.1.1]pentan-1-yl}-6-fluoro-4-oxo-3,4-dihydro-2H-1-benzopyran-2-carboxamide ClC1=C(C=C(OCC(=O)NC23CC(C2)(C3)NC(=O)C3OC2=C(C(C3)=O)C=C(C=C2)F)C=C1)F